4-(3-(2-hydroxyphenyl)imidazo[1,5-a]Pyridin-1-yl)pyridin-3-ol OC1=C(C=CC=C1)C1=NC(=C2N1C=CC=C2)C2=C(C=NC=C2)O